(S)-4-chloro-mandelic acid ClC1=CC=C([C@@H](C(=O)O)O)C=C1